(S)-2-amino-2-((1r,4S)-4-methylcyclohexyl)-N-(5-(5-methylpyrimidin-4-yl)pyridin-2-yl)acetamide N[C@H](C(=O)NC1=NC=C(C=C1)C1=NC=NC=C1C)C1CCC(CC1)C